(4-((2,3-dihydro-1H-inden-2-yl)amino)isoindolin-2-yl)(2,4-dihydroxy-5-methylphenyl)methanone C1C(CC2=CC=CC=C12)NC1=C2CN(CC2=CC=C1)C(=O)C1=C(C=C(C(=C1)C)O)O